(2S)-4,4-Difluoro-2-(4-fluorophenyl)-N-[4-(3-phenyl-1H-pyrrolo[3,2-b]pyridin-2-yl)pyridin-2-yl]butanamid FC(C[C@H](C(=O)NC1=NC=CC(=C1)C1=C(C2=NC=CC=C2N1)C1=CC=CC=C1)C1=CC=C(C=C1)F)F